2,6-bis(benzyloxy)-3-(5-fluoro-7-iodo-2,3-dihydrobenzofuran-4-yl)pyridine C(C1=CC=CC=C1)OC1=NC(=CC=C1C1=C(C=C(C2=C1CCO2)I)F)OCC2=CC=CC=C2